methyl 5-(5-amino-2-(3-hydroxy-3-methylbutyl)-2H-indazol-6-yl)nicotinate NC1=CC2=CN(N=C2C=C1C=1C=NC=C(C(=O)OC)C1)CCC(C)(C)O